all-trans-Decaprenyl diphosphate CC(=CCC/C(=C/CC/C(=C/CC/C(=C/CC/C(=C/CC/C(=C/CC/C(=C/CC/C(=C/CC/C(=C/CC/C(=C/COP(=O)(O)OP(=O)(O)O)/C)/C)/C)/C)/C)/C)/C)/C)/C)C